1,3-bis[3-(1,1-dimethylethoxy)propyl]imidazolium CC(C)(OCCCN1C=[N+](C=C1)CCCOC(C)(C)C)C